6-Bromo-1-(3-chloro-4-methoxyphenyl)-1H-benzo[d]imidazole BrC=1C=CC2=C(N(C=N2)C2=CC(=C(C=C2)OC)Cl)C1